FC=1C=C(C#N)C=C(C1)[C@H]1N(OCC1)C(=O)[C@@H]1CC[C@H](CC1)CC=1C=NN(C1)C trans-3-fluoro-5-[(3S)-2-[4-[(1-methylpyrazol-4-yl)methyl]cyclohexanecarbonyl]isoxazolidin-3-yl]benzonitrile